C(C)N1N=CC(=C1)CN1C(N(C(=C1)C)C1=CC(=CC(=C1)C(F)(F)F)OC[C@H]1OCCC1)=O 1-[(1-ethyl-1H-pyrazol-4-yl)methyl]-4-methyl-3-[3-{[(2S)-oxolan-2-yl]methoxy}-5-(trifluoromethyl)phenyl]-1,3-dihydro-2H-imidazol-2-one